The molecule is a benzoate ester that is tert-butyl benzoate that carries a methoxy group at position 3 and a hydroxy group at position 4 of the phenyl ring. It is a tert-butyl ester, a benzoate ester, a phenol and a monomethoxybenzene. CC(C)(C)OC(=O)C1=CC(=C(C=C1)O)OC